4-bromo-2-(tert-butyl)pyrimidine BrC1=NC(=NC=C1)C(C)(C)C